5-bromo-4-[5-chloro-2-(4-chloro-1H-1,2,3-triazol-1-yl)phenyl]pyrimidin-4-ol BrC=1C(NC=NC1)(O)C1=C(C=CC(=C1)Cl)N1N=NC(=C1)Cl